C(C1=CC=CC=C1)N(C=1N(C(C2=C(N1)CN([C@@H](C2)C)C(C2=CC(=C(C=C2)Br)C(F)(F)F)=O)=O)C2=CC=C(C(=O)NC)C=C2)CC2CC2 (R)-4-(2-(benzyl(cyclopropylmethyl)amino)-7-(4-bromo-3-(trifluoromethyl)benzoyl)-6-methyl-4-oxo-5,6,7,8-tetrahydropyrido[3,4-d]pyrimidin-3(4H)-yl)-N-methylbenzamide